2-ethyl-4-(1-((2-methyl-[1,1'-biphenyl]-4-yl)methoxy)iminoethyl)benzaldehyde C(C)C1=C(C=O)C=CC(=C1)C(C)=NOCC1=CC(=C(C=C1)C1=CC=CC=C1)C